pentaoxa-3λ5,12λ5-diphosphatricyclo[13.3.0.06,10]octadecane C12O[PH3]OOC3OOCC3C[PH3]CCC2CCC1